CN(C/C=C/C(=O)N1CC2(C1)CN(CC2)C2=NC(=NC(=C2C#N)C2=C1C=NNC1=CC=C2C)N2CCOCC2)C (E)-4-(2-(4-(dimethylamino)but-2-enoyl)-2,6-diazaspiro[3.4]octan-6-yl)-6-(5-methyl-1H-indazol-4-yl)-2-morpholinopyrimidine-5-carbonitrile